Phenyl vinyl hydrogen phosphate P(=O)(OC1=CC=CC=C1)(OC=C)O